(1aR,5aR)-2-(2-Methoxy-pyridin-4-yl)-1a,2,5,5a-tetrahydro-1H-2,3-diaza-cyclopropa[a]pentalene-4-carboxylic acid (2-hydroxy-1,1-dimethyl-ethyl)-amide OCC(C)(C)NC(=O)C=1C=2C[C@@H]3[C@H](C2N(N1)C1=CC(=NC=C1)OC)C3